C(C)(=O)OC1=C(C=CC(=C1)CC)\N=N\C1=CC=C(C=C1)S(=O)(=O)[O-].C(C)[SiH2][Sb+]([SiH2]CC)[SiH2]CC tris(ethylsilyl)antimony 4-[(E)-(2-acetoxy-4-ethyl-phenyl)azo]benzenesulfonate